FC1(C(C(C(C(C1(F)F)(F)F)(F)F)(F)F)(F)F)C(C(F)(F)F)(C(F)(F)F)C(F)(F)F perfluoro(t-butylcyclohexane)